C(C)OC1=C(C=CC=C1)C1=CC(=C(C=C1)N1[C@@H](CNCC1)CC)CNS(=O)(=O)C1=C(C=CC=C1)[N+](=O)[O-] (R)-N-((2'-ethoxy-4-(2-ethylpiperazin-1-yl)-[1,1'-biphenyl]-3-yl)methyl)-2-nitrobenzenesulfonamide